methyl 1-[6-(4-meth-anesulfonylpiperidin-1-yl)pyridin-3-yl]-2',7-di-methyl-1H,2'H-[3,4'-biindazole]-6-carboxylate CS(=O)(=O)C1CCN(CC1)C1=CC=C(C=N1)N1N=C(C2=CC=C(C(=C12)C)C(=O)OC)C=1C2=CN(N=C2C=CC1)C